[Si](C)(C)(C(C)(C)C)ON1[C@@H]2CC[C@H](N(C1=O)C2)C(NC(=O)C=2N=C(SC2)C(F)(F)F)=N N-(((2S,5R)-6-((tert-butyldimethylsilyl)oxy)-7-oxo-1,6-diazabicyclo[3.2.1]oct-2-yl)(imino)methyl)-2-(trifluoromethyl)thiazole-4-carboxamide